C(C)C(C(=O)O)(CCCC)CC di-ethyl-caproic acid